FC(C1=CC2=C(SC(=C2)C(N[C@H](C(=O)N2[C@@H](C3=CC=CC=C3C2)C(=O)N2CC3=CC=CC=C3C2)C(C)(C)C)=O)C=C1)(F)P(O)(O)=O (difluoro(2-(((S)-1-((S)-1-(isoindoline-2-carbonyl)isoindolin-2-yl)-3,3-dimethyl-1-oxobutan-2-yl)carbamoyl)benzo[b]thiophen-5-yl)methyl)phosphonic acid